C(C1=CC=C(NCC2=CN=C3N=C(N)NC(=O)C3=C2)C=C1)(=O)[C@](N)(CCS(=O)(O)=O)C(=O)O alpha-(5-deazapteroyl)-L-homocysteic acid